N-(1-benzyl-6-(1-(3-chloro-2-oxopropyl)-7-hydroxy-1H-pyrrolo[2,3-c]pyridin-3-yl)-1H-indol-4-yl)methanesulfonamide C(C1=CC=CC=C1)N1C=CC2=C(C=C(C=C12)C1=CN(C2=C(N=CC=C21)O)CC(CCl)=O)NS(=O)(=O)C